3,5-dichlorobenzyl methanesulfonate CS(=O)(=O)OCC1=CC(=CC(=C1)Cl)Cl